FC=1C(=NC=CC1)N1C(C2=C(CC1)N=C(S2)COC2=CC=CC=C2)=O (3-fluoro-2-pyridinyl)-6,7-dihydro-2-(phenoxymethyl)-thiazolo[5,4-c]pyridin-4(5H)-one